[Ti].[Ag]Cl.C1(CCCCC1)C1=CC=C(C=C1)C1=CC=C2CN(C(C2=C1)=O)C(C(=O)NC=1SC=CN1)C1=C(C=CC(=C1)F)OC 2-(6-(4-cyclohexylphenyl)-1-oxoisoindol-2-yl)-2-(5-fluoro-2-methoxyphenyl)-N-(thiazol-2-yl)acetamide silver chloride titanium